BrC1=CC(=C(S1)C(=O)OC)CBr methyl 5-bromo-3-(bromomethyl)thiophene-2-carboxylate